COC(C1=CC(=CC(=C1)Br)N(C1CCOCC1)CC)=O methyl-3-[ethyl (tetrahydro-2H-pyran-4-yl) amino]-5-bromobenzoate